methyl 5-((3-((S)-2-((S)-2-amino-3-methylbutanamido)-3-methylbutanamido)propyl)carbamoyl)-2-(2-(4-fluorophenyl)butanamido)-4-methylthiophene-3-carboxylate N[C@H](C(=O)N[C@H](C(=O)NCCCNC(=O)C1=C(C(=C(S1)NC(C(CC)C1=CC=C(C=C1)F)=O)C(=O)OC)C)C(C)C)C(C)C